NC1=CC(=C(C=C1)CS)C#CCN (4-amino-2-(3-aminoprop-1-yn-1-yl)phenyl)methanethiol